tert-butyl (2R)-2-([[4-(aminomethyl)pyridin-3-yl]oxy]methyl)piperidine-1-carboxylate NCC1=C(C=NC=C1)OC[C@@H]1N(CCCC1)C(=O)OC(C)(C)C